1-(6-(4-(benzyloxy)phenyl)-5-fluoropyridin-2-yl)-2-diazoethan-1-one C(C1=CC=CC=C1)OC1=CC=C(C=C1)C1=C(C=CC(=N1)C(C=[N+]=[N-])=O)F